isopropyl-oxopropyl-aminocarbonyl-pyrrolidine C(C)(C)C1(N(CCC1)C(=O)N)CCC=O